FC1=C(C=CC(=C1)C(F)(F)F)C1=NC=C(C(=N1)N1CC(CC1)CNC(OC(C)(C)C)=O)CNC(NC1=CC=CC=C1)=O tert-butyl N-[[1-[2-[2-fluoro-4-(trifluoromethyl)phenyl]-5-[(phenylcarbamoyl-amino)methyl]pyrimidin-4-yl]pyrrolidin-3-yl]methyl]carbamate